NC=1C=C(C=CC1)C1=C2N(N=C1)C=C(N2)C2=CC=C(C=C2)OC2=CC=CC=C2 7-(3-aminophenyl)-2-(4-phenoxyphenyl)-1H-imidazo[1,2-b]Pyrazole